BrC1=C(N=C(S1)N)C1=CC(=C(C=C1)Cl)F 5-bromo-4-(4-chloro-3-fluorophenyl)thiazol-2-amine